2-((4aR,6aR,7R)-4a,6a-dimethyl-2-oxo-2,4a,4b,5,6,6a,7,8,9,9a,9b,10,11,11a-tetradecahydro-1H-indeno[5,4-f]quinolin-7-yl)ethyl (4-fluorophenyl) carbonate C(OCC[C@H]1CCC2[C@@]1(CCC1[C@]3(C=CC(NC3CCC12)=O)C)C)(OC1=CC=C(C=C1)F)=O